4-(2-(6-(naphthalene-2-yl)-1,1-dioxido-1,2,6-thiadiazinan-2-yl)acetamido)adamantan-1-carboxamide C1=C(C=CC2=CC=CC=C12)N1CCCN(S1(=O)=O)CC(=O)NC1C2CC3(CC(CC1C3)C2)C(=O)N